N6-(1,3-Dimethyl-1H-pyrazol-4-yl)-3-(7-fluoro-1H-indazol-4-yl)-1-isopropyl-1H-pyrazolo[3,4-d]pyrimidin-4,6-diamin CN1N=C(C(=C1)NC1=NC(=C2C(=N1)N(N=C2C2=C1C=NNC1=C(C=C2)F)C(C)C)N)C